2,2'-bis(trifluoromethyl)-5,5'-biphenoldiamine FC(C1(C(C=C(C=C1N)C=1C=CC(=C(C1)O)C(F)(F)F)O)N)(F)F